C(C)(C)(C)OC(N[C@H]1C2N(CC1CC2)C(=O)C=2C=CC=1N(C2)N=C(C1C)C=1N(C2=CC(=CC=C2C1)Br)CC1CC1)=O tert-Butyl-((7R)-2-(2-(6-bromo-1-(cyclopropylmethyl)-1H-indol-2-yl)-3-methylpyrazolo[1,5-a]pyridine-6-carbonyl)-2-azabicyclo[2.2.1]heptan-7-yl)carbamate